2-(4-quinolinyl)-4-(acetoxy)-5-amino-3(2H)-furanone N1=CC=C(C2=CC=CC=C12)C1OC(=C(C1=O)OC(C)=O)N